C1(CC1)NC(C1=C(C=CC(=C1)F)SC1=CC=C2C(=NN(C2=C1)C1OCCCC1)\C=C\C1=NC=C(C=C1)CN(CC)CC)=O N-Cyclopropyl-2-[3-[(trans)-2-[5-(diethylaminomethyl)-2-pyridyl]vinyl]-1-tetrahydropyran-2-ylindazole-6-yl]sulfanyl-5-fluoro-benzamide